CC=1N=CN(C1)C1=CC=C(N=N1)CO (6-(4-methyl-1H-imidazol-1-yl)pyridazin-3-yl)methanol